N-((3S,5R,8R,9S,10S,13R,14S,17R)-14-hydroxy-10,13-dimethyl-17-(2-oxo-2H-pyran-5-yl)hexadecahydro-1H-cyclopenta[a]phenanthren-3-yl)-2-(pyrrolidin-1-yl)acetamide O[C@]12[C@@H]3CC[C@@H]4C[C@H](CC[C@@]4([C@H]3CC[C@@]2([C@H](CC1)C=1C=CC(OC1)=O)C)C)NC(CN1CCCC1)=O